BrC=1C(=C(C(N(C1)C)=O)C)C 5-bromo-1,3,4-trimethyl-pyridin-2-one